N-{5-[2-(2-cyano-2-methylideneethyl)-1-oxo-2,3-dihydro-1H-isoindol-4-yl]pyridin-3-yl}acetamide C(#N)C(CN1C(C2=CC=CC(=C2C1)C=1C=C(C=NC1)NC(C)=O)=O)=C